2,2-bis(4-cyano-3-methylphenyl)propane C(#N)C1=C(C=C(C=C1)C(C)(C)C1=CC(=C(C=C1)C#N)C)C